2-acetoxyl-5-(alpha-cyclopropylcarbonyl-2-fluorobenzyl)-4,5,6,7-tetrahydrothieno[3,2-c]pyridine O(C(=O)C)C1=CC=2CN(CCC2S1)C(C1=C(C=CC=C1)F)C(=O)C1CC1